(4-(3-methoxythietan-3-yl)phenyl)(4-(4-(trifluoromethyl)phenyl)piperidin-1-yl)methanone COC1(CSC1)C1=CC=C(C=C1)C(=O)N1CCC(CC1)C1=CC=C(C=C1)C(F)(F)F